The molecule is a member of the class of dithiocarbamic acids that is the N-dithiocarboxy derivative of pyrrolidine. It has a role as an anticonvulsant, a neuroprotective agent, a radical scavenger, an antineoplastic agent and a NF-kappaB inhibitor. It is a member of pyrrolidines and a member of dithiocarbamic acids. C1CCN(C1)C(=S)S